COC=1C=C2C(=NC=NC2=CC1OCC1CCNCC1)C1=CC=C(C=C1)NC(CCC1=CC=CC=C1)=O N-(4-(6-methoxy-7-(piperidin-4-ylmethoxy)quinazolin-4-yl)phenyl)-3-phenylpropionamide